tert.-butylperoxy-2-ethylhexanoate C(C)(C)(C)OOC(C(=O)[O-])(CCCC)CC